BrC1=CC(=C(C=C1)/C=C/C(=O)O)F (E)-3-(4-bromo-2-fluorophenyl)acrylic acid